C1(=C(C(=CC(=C1)C)C)C1=NC(=C(C#N)C=C1C(C1=CC=C(C=C1)C)=O)C1=CC=C(C=C1)C)C 6-mesityl-5-(4-methylbenzoyl)-2-(p-tolyl)nicotinonitrile